6-methoxy-1,2,3,4-tetrahydronaphthalene COC=1C=C2CCCCC2=CC1